FC(C1=CC=C(CNC([2H])([2H])[2H])C=C1)(F)F N-(4-(trifluoromethyl)benzyl)methan-d3-amine